C(C)(C)(C)OC(NC1CCC(CC1)C=1C=NC=CC1C)=O (4-(4-methylpyridin-3-yl)cyclohexyl)carbamic acid tert-butyl ester